N-(2,5,8,11,14-pentaoxahexadecan-16-yl)-N-(3-(triethoxysilyl)propyl)-2,5,8,11,14-pentaoxahexadecan-16-amine COCCOCCOCCOCCOCCN(CCOCCOCCOCCOCCOC)CCC[Si](OCC)(OCC)OCC